COC([C@H](CC)O)=O (S)-2-hydroxybutyric acid methyl ester